3-(6-(2-chloro-4-fluoro-5-methoxyphenyl)-3-(5-(hydroxymethyl)pyridin-3-yl)-2,4-dioxo-3,4-dihydrothieno[3,2-d]pyrimidin-1(2H)-yl)propanenitrile ClC1=C(C=C(C(=C1)F)OC)C1=CC=2N(C(N(C(C2S1)=O)C=1C=NC=C(C1)CO)=O)CCC#N